(2E)-3-(4-(1-Cyclopropyl-1H-pyrazol-4-yl)pyridin-3-yl)-N-(1-methyl-1H-indol-5-yl)acrylamide C1(CC1)N1N=CC(=C1)C1=C(C=NC=C1)/C=C/C(=O)NC=1C=C2C=CN(C2=CC1)C